2-chloro-N-(4-methylbenzyl)quinoline-4-carboxamide ClC1=NC2=CC=CC=C2C(=C1)C(=O)NCC1=CC=C(C=C1)C